4-FLUOROPHENETHYLISOCYANIDE FC1=CC=C(CC[N+]#[C-])C=C1